C1N(CCNCC1)C1CCCCCC1 2,5-diaza-2,2-bicycloheptane